OC1(C(N(C2CC12)C)=O)C#CC=1C=C(C=CC1)C1=NC(=C2N1C=CC=C2)C(=O)OCC Ethyl 3-(3-((4-hydroxy-2-methyl-3-oxo-2-azabicyclo[3.1.0]hexan-4-yl)ethynyl)phenyl)imidazo[1,5-a]pyridine-1-carboxylate